tert-butyl (4-((((2S,5S)-5-(hydroxymethyl)-2-isopropyl-3-oxo-1,2,3,4,5,6-hexahydrobenzo[e][1,4]diazocin-9-yl)oxy)methyl)benzyl)carbamate OC[C@@H]1CC2=C(N[C@H](C(N1)=O)C(C)C)C=C(C=C2)OCC2=CC=C(CNC(OC(C)(C)C)=O)C=C2